1-(4-(5-chloro-7-fluoro-6-(2-fluoro-6-hydroxyphenyl)-2,1-benzothiazol-3-yl)-1-piperazinyl)-2-propen-1-one ClC=1C(=C(C=2C(=C(SN2)N2CCN(CC2)C(C=C)=O)C1)F)C1=C(C=CC=C1O)F